6-(4-chloro-2-(methoxymethoxy)phenyl)-3-((3S,4S)-3-fluoro-2,2,6,6-tetramethylpiperidin-4-yl)-3H-[1,2,3]triazolo[4,5-c]pyridazine ClC1=CC(=C(C=C1)C1=CC2=C(N=N1)N(N=N2)[C@@H]2[C@@H](C(NC(C2)(C)C)(C)C)F)OCOC